OC1(CC(=C(O1)C1=CC=C(C=C1)I)C#N)C(F)(F)F 5-hydroxy-2-(4-iodophenyl)-5-(trifluoromethyl)-4,5-dihydrofuran-3-carbonitrile